(5-(2-methoxypyrimidin-4-yl)-5-azaspiro[2.5]oct-8-yl)(5-phenyl-4,5-dihydro-1H-pyrazol-1-yl)methanone 3,5-dimethylphenylcarbamate CC=1C=C(C=C(C1)C)NC(O)=O.COC1=NC=CC(=N1)N1CC2(CC2)C(CC1)C(=O)N1N=CCC1C1=CC=CC=C1